2-[4-[(E)-3-(4-Phenylphenyl)prop-2-enoyl]phenoxy]acetic acid C1(=CC=CC=C1)C1=CC=C(C=C1)/C=C/C(=O)C1=CC=C(OCC(=O)O)C=C1